N=1N(C2=C3C(CNCCC13)NCC2)C2=C(C=C(C=C2)CC(F)(F)F)O 2-(3,4,5,5a,6,7,8,9-octahydro-2H-1,2,5,7-tetraazabenzo[cd]azulen-2-yl)-5-(2,2,2-trifluoroethyl)phenol